S(=O)(=O)([O-])[O-].C(C(=C)C)(=O)OCC[N+](C)(C)C.C(C(=C)C)(=O)OCC[N+](C)(C)C methacryloxyethyltrimethylammonium sulfate